C(C)(N[C@H]1[C@H](N(CC1)C(=O)OCC1=CC=CC=C1)CO[C@@H]1CC[C@@H](CC1)C1=CC=CC=C1)=N benzyl (2S,3R)-3-acetimidamido-2-((((CIS)-4-phenylcyclohexyl)oxy)methyl)pyrrolidine-1-carboxylate